ClC1=C(C2=C(SC3=C2N=CN=C3N3CC(CC3)(F)F)N=C1C)C 8-chloro-4-(3,3-difluoropyrrolidin-1-yl)-7,9-dimethyl-pyrido[3',2':4,5]thieno[3,2-d]pyrimidine